2,5-Dihydrothiophene-1,1-Dioxide S1(CC=CC1)(=O)=O